6-hydroxy-5-(4-{[(3R)-1-methylpiperidin-3-yl]amino}phthalazin-1-yl)pyridine-2-carbonitrile OC1=C(C=CC(=N1)C#N)C1=NN=C(C2=CC=CC=C12)N[C@H]1CN(CCC1)C